CC1=CC=C(C=C1)S(=O)(=O)O.C1CN(C[C@H]1N)C2=C(C=C3C(=O)C(=CN(C3=N2)C4=C(C=C(C=C4)F)F)C(=O)O)F The molecule is an organosulfonate salt obtained by combining equimolar amounts of (S)-tosufloxacin and 4-toluenesulfonic acid. It contains a (S)-tosufloxacin(1+). It is an enantiomer of a (R)-tosufloxacin tosylate.